NC=1N=C(C2=C(N1)C=CN(C2=O)CC2=CC=C(C=C2)C(=O)N2CCOCC2)NCCCC 2-amino-4-(butylamino)-6-(4-(morpholine-4-carbonyl)benzyl)pyrido[4,3-d]pyrimidin-5(6H)-one